C(#N)C=1C=C(C(=C2C(=C(NC12)C)C)C1=C[C@H](CCC1)NC(OC(C)(C)C)=O)F tert-butyl (S)-(3-(7-cyano-5-fluoro-2,3-dimethyl-1H-indol-4-yl)cyclohex-2-en-1-yl)carbamate